C1(=CC=C(C=C1)N(C1=CC=C(C=C1)NC1=CC=CC=C1)C1=CC=C(C=C1)C1=CC=CC=C1)C1=CC=CC=C1 N1,N1-bis([1,1'-biphenyl]-4-yl)-N4-phenyl-benzene-1,4-diamine